C(C)(=O)CC(=O)O.C(C=C)(=O)OCC(C)O 2-hydroxypropyl acrylate acetyl-acetate